C1N(CCC2=CC=CC=C12)CC=1OC=C(C(C1)=O)OC1CC2(C1)CCN(CC2)C2=NC=CC=N2 2-((3,4-dihydroisoquinolin-2(1H)-yl)methyl)-5-((7-(pyrimidin-2-yl)-7-azaspiro[3.5]non-2-yl)oxy)-4H-pyran-4-one